(R)-3-(1-((3-(1-acetyl-4-ethoxypiperidin-4-yl)-1,7-dimethyl-2-oxo-8-(2-(pyrrolidin-1-yl)ethoxy)-1,2-dihydro-1,6-naphthyridin-5-yl)amino)ethyl)-2-fluorobenzonitrile C(C)(=O)N1CCC(CC1)(OCC)C=1C(N(C2=C(C(=NC(=C2C1)N[C@H](C)C=1C(=C(C#N)C=CC1)F)C)OCCN1CCCC1)C)=O